cis-3-tridecene-1,13-dicarboxylic anhydride C1C\C=C/CCCCCCCCCC(=O)OC1=O